2-(1-methylimidazol-4-yl)-N1-[5-(trifluoromethyl)-2-pyridyl]benzene-1,4-diamine CN1C=NC(=C1)C1=C(C=CC(=C1)N)NC1=NC=C(C=C1)C(F)(F)F